ClC1=CC=C2C(=N1)N(NC2O)C 6-chloro-1-methyl-1,2-dihydro-3H-pyrazolo[3,4-b]pyridin-3-ol